BrC=1C=C2SC=3C=CC(=CC3SC2=CC1)C1=NC(=NC(=N1)C1=CC=CC=C1)C1=CC=CC=C1 2-(7-bromothianthren-2-yl)-4,6-diphenyl-1,3,5-triazine